tert-butyl 4-[3-[4-(6-nitro-3-pyridinyl) piperazin-1-yl] phenyl]-piperazine-1-carboxylate [N+](=O)([O-])C1=CC=C(C=N1)N1CCN(CC1)C=1C=C(C=CC1)N1CCN(CC1)C(=O)OC(C)(C)C